2-[tert-Butyl(dimethyl)silyl]oxy-1-(2-pyridyl)ethanol [Si](C)(C)(C(C)(C)C)OCC(O)C1=NC=CC=C1